tert-butyl N-[2-[[(3R)-7-(2-tert-butyltetrazol-5-yl)-5-[(4-chlorophenyl)methyl]-8-fluoro-1,1,4-trioxo-2,3-dihydro-1λ6,5-benzothiazepin-3-yl]amino]-2-oxo-ethyl]carbamate C(C)(C)(C)N1N=C(N=N1)C=1C(=CC2=C(N(C([C@H](CS2(=O)=O)NC(CNC(OC(C)(C)C)=O)=O)=O)CC2=CC=C(C=C2)Cl)C1)F